N-[7-(2,5-dihydrofuran-3-yl)-4-methoxy-[1,3]thiazolo[4,5-c]pyridin-2-yl]-8-oxa-2-azaspiro[4.5]decane-2-carboxamide O1CC(=CC1)C=1C2=C(C(=NC1)OC)N=C(S2)NC(=O)N2CC1(CC2)CCOCC1